NC=1C(=C(C(=CC1)F)CN1N=CC=2C1=NC=C(C2)N)F [(3-amino-2,6-difluorophenyl)methyl]-1H-pyrazolo[3,4-b]pyridin-5-amine